N1N=CC=2NC=NC(C21)=O 1H-pyrazolo[4,3-d]pyrimidin-7(4H)-one